2-[(5-ethyl-1H-indazol-7-yl)sulfonyl-methyl-amino]-N-(1-methyl-2-oxo-4-pyridyl)acetamide C(C)C=1C=C2C=NNC2=C(C1)S(=O)(=O)N(CC(=O)NC1=CC(N(C=C1)C)=O)C